2-(3-t-butyl-2-hydroxy-5-(2-methoxycarbonyl-ethyl)phenyl)-5-chloro-2H-benzotriazole C(C)(C)(C)C=1C(=C(C=C(C1)CCC(=O)OC)N1N=C2C(=N1)C=CC(=C2)Cl)O